(R)-7-(5-ethynyl-6-fluoroisoquinolin-4-yl)-8-fluoro-N-methyl-2-(4-methylpiperazin-1-yl)-N-(piperidin-2-ylmethyl)pyrido[4,3-d]pyrimidin-4-amine C(#C)C1=C2C(=CN=CC2=CC=C1F)C1=C(C=2N=C(N=C(C2C=N1)N(C[C@@H]1NCCCC1)C)N1CCN(CC1)C)F